4-tert-butoxyphenyl-methyl alcohol C(C)(C)(C)OC1=CC=C(C=C1)CO